methyl 2-[1-(3-fluorophenyl)-1H-pyrazol-4-yl]acetate FC=1C=C(C=CC1)N1N=CC(=C1)CC(=O)OC